ClC1=CC=C(C=N1)C(CO)(C)C 2-(6-chloropyridin-3-yl)-2-methylpropan-1-ol